2-([1,1'-biphenyl]-3-yl)-4-(4-(3-chloronaphthalen-1-yl)phenyl)4-([1,1'-biphenyl]-3-yl)-6-(4-(3-chloronaphthalen-1-yl)phenyl)-2-phenylpyrimidine C1(=CC(=CC=C1)C1(NC(=CC(N1)(C=1C=C(C=CC1)C1=CC=CC=C1)C1=CC=C(C=C1)C1=CC(=CC2=CC=CC=C12)Cl)C1=CC=C(C=C1)C1=CC(=CC2=CC=CC=C12)Cl)C1=CC=CC=C1)C1=CC=CC=C1